C(C)(=O)C=1C(=C(C(N(C1)C1=CC=C(C=C1)F)=O)C(=O)NC1=CC(=C(C=C1)OC1=CC=NC2=CC(=C(N=C12)OC)OC)F)OC 5-acetyl-N-[4-[(6,7-dimethoxy-1,5-naphthyridin-4-yl)oxy]-3-fluorophenyl]-1-(4-fluorophenyl)-4-methoxy-2-oxopyridine-3-carboxamide